CC1=CC=C(C=C1)S(=O)(=O)O.C(CCC)N1CN(C=C1)C 1-butyl-3-methylimidazole p-methylbenzenesulfonate salt